tert-butyl 6-(3-fluoro-4-(3-methyl-2,6-dioxopiperidin-3-yl)phenyl)-2-azaspiro[3.3]heptane-2-carboxylate FC=1C=C(C=CC1C1(C(NC(CC1)=O)=O)C)C1CC2(CN(C2)C(=O)OC(C)(C)C)C1